NC(CO)(CO)C=1N=NN(C1)CCCCCCCCCCCC 2-Amino-2-(1-dodecyl-1H-1,2,3-triazol-4-yl)propane-1,3-diol